NC=1N=C(N(N1)CC1=CC=C(C=C1)OC)C(=O)OC methyl 5-amino-2-[(4-methoxyphenyl)methyl]-1,2,4-triazole-3-carboxylate